4-[1-aminoethyl]-2-{6-[5-ethyl-6,7-dihydro-5H-pyrrolo[2,1-c][1,2,4]triazol-3-yl]pyridin-2-yl}-6-[2-methylpyrrolidin-1-yl]-2,3-dihydro-1H-pyrrolo[3,4-c]pyridin-1-one NC(C)C1=NC(=CC2=C1CN(C2=O)C2=NC(=CC=C2)C=2N1C(=NN2)CCC1CC)N1C(CCC1)C